ClC1=C(C=C(C(=C1)F)C1=NC=C(C=C1Cl)OC(F)F)C1=NOC(C1)(C(=O)O)C 3-[2-chloro-5-[3-chloro-5-(difluoromethoxy)-2-pyridinyl]-4-fluoro-phenyl]-5-methyl-4H-isoxazole-5-carboxylic acid